CN1C(=NN=C1)C1(CC(C1)C)C1=CC(=CC=C1)[N+](=O)[O-] 4-methyl-3-[(1s,3s)-3-methyl-1-(3-nitrophenyl)cyclobutyl]-4H-1,2,4-triazole